ClC1=C(N=C(C(=N1)C(=O)OC)NC=1C=NN(C1C)C1CCOCC1)C1CC1 methyl 6-chloro-5-cyclopropyl-3-[(5-methyl-1-tetrahydropyran-4-yl-pyrazol-4-yl)amino]pyrazine-2-carboxylate